3-methylisothiazole-4-carboxylic acid CC1=NSC=C1C(=O)O